rac-(2S,3R,4R)-1-acetyl-N-(2-methoxyethyl)-2,3-dimethyl-4-((6-methylpyridin-2-yl)amino)-1,2,3,4-tetrahydroquinoline-6-carboxamide C(C)(=O)N1[C@H]([C@@H]([C@H](C2=CC(=CC=C12)C(=O)NCCOC)NC1=NC(=CC=C1)C)C)C |r|